1-[3-{2-[3-(trifluoromethyl)phenyl]ethenyl}pyrrolidin-1-yl]prop-2-en-1-one FC(C=1C=C(C=CC1)C=CC1CN(CC1)C(C=C)=O)(F)F